BrC(C)C1=C(C=CC=C1)[N+](=O)[O-] 1-(1-bromoethyl)-2-nitrobenzene